N-benzyl-N-(4-methylbenzyl)propan-2-amine C(C1=CC=CC=C1)N(C(C)C)CC1=CC=C(C=C1)C